2,4-dichloro-3,5-dichlorotoluene ClC1=C(C)C=C(C(=C1Cl)Cl)Cl